FC1=C2C=NN(C2=CC=C1C1=CCC(CN1C(=O)OC(C)(C)C)C)C1OCCCC1 tert-butyl 6-(4-Fluoro-1-tetrahydropyran-2-Yl-Indazol-5-yl)-3-methyl-3,4-dihydro-2H-pyridine-1-carboxylate